((2R,3R)-3-(2-chlorophenyl)-1,4-dioxaspiro[4.4]non-2-yl)methanol ClC1=C(C=CC=C1)[C@@H]1[C@H](OC2(O1)CCCC2)CO